COC(=O)C=1N(S(C2=C(C1O)SC(=C2)Cl)(=O)=O)C 6-chloro-4-hydroxy-2-methyl-2H-thieno[2,3-e]-1,2-thiazinecarboxylic acid methyl ester-1,1-dioxide